CC1=NC(=CC(=C1)NC1=C(C(=O)NOCC)C=CC=N1)C ((2,6-dimethylpyridin-4-yl)amino)-N-ethoxynicotinamide